Bisstearyl-pentaerythritol diphosphite OP(O)OP(O)O.C(CCCCCCCCCCCCCCCCC)C(O)(C(CO)(CO)CO)CCCCCCCCCCCCCCCCCC